2-(2-Chloro-4-((4-(3-methoxy-4-(trifluoromethyl)benzyl)piperazin-1-yl)methyl)-6-methylphenoxy)-2-methylpropanoic acid ClC1=C(OC(C(=O)O)(C)C)C(=CC(=C1)CN1CCN(CC1)CC1=CC(=C(C=C1)C(F)(F)F)OC)C